C(C1=CC=CC=C1)OC(=O)N1CC2=CC=C(C=C2CC1)C(=O)C1=C(SC=C1)C(=O)O 3-(2-((benzyloxy)carbonyl)-1,2,3,4-tetrahydroisoquinoline-6-carbonyl)thiophene-2-carboxylic acid